N-(2,4-Dibromophenyl)thiobenzamide BrC1=C(C=CC(=C1)Br)NC(C1=CC=CC=C1)=S